COC=1N=CC=2C(N1)=CC(NC2)=O 2-methoxypyrido[4,3-d]pyrimidin-7(6H)-one